Butanthiolat C(CCC)[S-]